ClC=1C=CC(=C(C1)C=1C(=CC=C2C(=C(C=NC12)NC(=O)C1=CC=NC2=CC=CC=C12)N1CCOCC1)F)C N-(8-(5-chloro-2-methylphenyl)-7-fluoro-4-morpholinoquinolin-3-yl)quinoline-4-carboxamide